C(CCC\C=C/CC)OC(CCC(=O)OCCCCCCNCCCC[C@@H]1NC(CNC1=O)=O)OCCCC\C=C/CC 6-((4-((S)-3,6-dioxopiperazin-2-yl)butyl)amino)hexyl 4,4-bis(((Z)-oct-5-en-1-yl)oxy)butanoate